3-(6,7-dihydro-4H-pyrazolo[5,1-c][1,4]oxazin-2-yl)-N-methyl-4-((4-(trifluoromethyl)phenyl)amino)benzenesulfonamide N1=C(C=C2COCCN21)C=2C=C(C=CC2NC2=CC=C(C=C2)C(F)(F)F)S(=O)(=O)NC